4-chloro-2-fluorobenzenesulfonyl chloride ClC1=CC(=C(C=C1)S(=O)(=O)Cl)F